[C].[N] Nitrogen-carbon salt